FC(C1=CC(=C(C(=O)NC=2C(=NC(=CC2)OC)C)C=C1)NC1=C(C=C(C=C1)F)C)F 4-(difluoromethyl)-2-((4-fluoro-2-methylphenyl)-amino)-N-(6-methoxy-2-methylpyridin-3-yl)benzamide